C(C)(C)(C)OC(=O)NCCCOC1[C@@H](CC(C[C@H]1OCCCNC(OC(C)(C)C)=O)C(N(C)CCCCCCO)=O)OCCCNC(OC(C)(C)C)=O di-tert-butyl ((((1R,3R)-2-(3-((tert-butoxycarbonyl)amino)propoxy)-5-((6-hydroxyhexyl)(methyl)carbamoyl)cyclohexane-1,3-diyl)bis(oxy))bis(propane-3,1-diyl))dicarbamate